ClC=1N=C(N(C1)C)C1CCC(CC1)C(C)=NO 1-(4-(4-chloro-1-methyl-1H-imidazol-2-yl)cyclohexyl)ethan-1-one oxime